C(C)C1=C(C(=CC=C1)CC)N=CC1=C(O[Ru])C=CC=C1 (((2,6-diethylphenyl-imino)methyl)phenoxy)ruthenium